(R)-6-oxo-2,7-diazaspiro[4.4]nonane-2-carbonitrile O=C1[C@@]2(CCN(C2)C#N)CCN1